2-(2-chlorophenyl)-N-(8-sulfamoylquinolin-6-yl)acetamide Aluminum(III) isopropoxide CC([O-])C.[Al+3].ClC1=C(C=CC=C1)CC(=O)NC=1C=C2C=CC=NC2=C(C1)S(N)(=O)=O.CC([O-])C.CC([O-])C